4-bromo-N-(4-hydroxy-3-(methylsulfonyl)phenyl)benzamide BrC1=CC=C(C(=O)NC2=CC(=C(C=C2)O)S(=O)(=O)C)C=C1